7-(3,5-difluorophenyl)-5-phenyl-5,6,7,8-tetrahydro-2,7-naphthyridine-3-carboxylic acid FC=1C=C(C=C(C1)F)N1CC(C=2C=C(N=CC2C1)C(=O)O)C1=CC=CC=C1